COC1=CC=C(C=C1)CN(C1=NOC(C1)(C=1SC=C(C1)C(F)(F)F)C(F)(F)F)CC1=CC=C(C=C1)OC N,N-bis[(4-methoxyphenyl)methyl]-5-(trifluoromethyl)-5-[4-(trifluoromethyl)-2-thienyl]-4H-isoxazol-3-amine